NC1=NC(N(C=C1)C1=CC=C(C=C1)CC(C)N1CC2C(C2C1)CNC(OC(C)(C)C)=O)=O tert-butyl ((exo-3-(1-(4-(4-amino-2-oxopyrimidin-1(2H)-yl)phenyl)propan-2-yl)-3-azabicyclo[3.1.0]hexan-6-yl)methyl)carbamate